cyclohexyl (tetrahydro-2H-pyran-4-yl)carbamate O1CCC(CC1)NC(OC1CCCCC1)=O